FC1=CC=C(C=C1)CC=1C(=NC=CN1)NC(CN1CCCC1)C 3-(4-fluorophenylmethyl)-N-(1-(pyrrolidin-1-yl)propan-2-yl)pyrazin-2-amine